6-fluoro-1-(4-fluoro-2-methylphenyl)-3-(2-methyl-6-oxo-1,6-dihydropyridin-3-yl)-7-(trifluoromethyl)-2,3-dihydroquinazolin-4(1H)-one FC=1C=C2C(N(CN(C2=CC1C(F)(F)F)C1=C(C=C(C=C1)F)C)C1=C(NC(C=C1)=O)C)=O